O1C(OCCC1)C1C[C@H](N(C1)C(=O)OC(C)(C)C)C(=O)OCC1=CC=CC=C1 2-benzyl 1-(tert-butyl) (2S)-4-(1,3-dioxan-2-yl)pyrrolidine-1,2-dicarboxylate